2-dodecyloxyethyl methacrylate C(C(=C)C)(=O)OCCOCCCCCCCCCCCC